C(C)(C)(C)NC1=NC=C2N=C(N(C2=N1)CC1CCN(CC1)C(=O)OC(C)(C)C)NC1=CC(=CC=C1)C(F)(F)F tert-Butyl 4-((2-(tert-butylamino)-8-((3-(trifluoromethyl)phenyl)amino)-9H-purin-9-yl)methyl)piperidine-1-carboxylate